5-(benzyloxy)-N-(3-((4-(4-methyl-4H-1,2,4-triazol-3-yl)piperidin-1-yl)sulfonyl)phenyl)pyridin-3-amine C(C1=CC=CC=C1)OC=1C=C(C=NC1)NC1=CC(=CC=C1)S(=O)(=O)N1CCC(CC1)C1=NN=CN1C